O=C1NC(CCC1N1C(C2=CC=C3C(=C2C1)OCC31CCN(CC1)CC=1C=C(C=CC1)NC(C)=O)=O)=O N-(3-((7-(2,6-dioxopiperidin-3-yl)-6-oxo-7,8-dihydro-2H,6H-spiro[furo[2,3-e]isoindole-3,4'-piperidin]-1'-yl)methyl)phenyl)acetamide